tert-butyl 4-(3-(2-(2,6-dioxopiperidin-3-yl)-1,3-dioxoisoindolin-4-yl)prop-2-yn-1-yl)piperazine-1-carboxylate O=C1NC(CCC1N1C(C2=CC=CC(=C2C1=O)C#CCN1CCN(CC1)C(=O)OC(C)(C)C)=O)=O